Heptadecan-9-yl 3-oxopropanoate O=CCC(=O)OC(CCCCCCCC)CCCCCCCC